(1-(6-Formylquinolin-2-yl)piperidin-4-yl)(methyl)carbamic acid tert-butyl ester C(C)(C)(C)OC(N(C)C1CCN(CC1)C1=NC2=CC=C(C=C2C=C1)C=O)=O